C(CCCCCCCC(C)C)[NH3+] isoundecylammonium